C(C1=CC=CC=C1)NC(COC1=CC2=C(C3=C(C(O2)=O)C=C(C=C3)OC)C=C1)=O N-benzyl-2-((8-methoxy-6-oxo-6H-benzo[c]benzopyran-3-yl)oxy)acetamide